N-(2-(2-methoxyethoxy)ethyl)acrylamide COCCOCCNC(C=C)=O